The molecule is an isothiocyanate that is 1-isothiocyanatopropane in which a hydrogen at position 3 has been replaced by a methylsulfinyl group. A glucosinolate hydrolysis product found in many members of the Brassicaceae family, it is a quorum-sensing inhibitor (QSI) of the bacterial pathogen Pseudomonas aeruginosa. It has a role as a quorum sensing inhibitor, a plant metabolite and an apoptosis inducer. It is a sulfoxide and an isothiocyanate. CS(=O)CCCN=C=S